N1C=C(C2=CC=CC=C12)CC(=O)N(C)CC1=CC=C(C=C1)OC 2-(1H-indol-3-yl)-N-(4-methoxybenzyl)-N-methylacetamide